C(C)(C)(C)OC(NC(C)(C)C=1C=NC(=CC1)C1CC(CC1)C1=NN2C(=NC=3C(=CC=CC3C2=N1)OC)NCC1=C(C=C(C=C1)OC)OC)=O tert-butyl(2-(6-(3-(5-((2,4-dimethoxybenzyl)amino)-7-methoxy-[1,2,4]triazolo[1,5-c]quinazolin-2-yl)cyclopentyl)pyridin-3-yl)propan-2-yl)carbamate